methyl 2-(3-(4-(dimethoxymethyl)piperidin-1-yl)isoxazol-5-yl)-3-methylbutanoate COC(C1CCN(CC1)C1=NOC(=C1)C(C(=O)OC)C(C)C)OC